((S)-5-(tert-butoxy)-2-((tert-butoxycarbonyl)amino)-5-oxopentanoyl)-1-methyl-D-tryptophan C(C)(C)(C)OC(CC[C@@H](C(=O)N[C@H](CC1=CN(C2=CC=CC=C12)C)C(=O)O)NC(=O)OC(C)(C)C)=O